C(C=C)(=O)N1C[C@@H](C[C@@H]1C)N1C(=C(C2=C1N=CN=C2N)C(=O)NCC2=C(C=CC=C2)C)C#CC 7-((3R,5S)-1-propenoyl-5-methylpyrrolidin-3-yl)-4-amino-N-(2-methylbenzyl)-6-(prop-1-yn-1-yl)-7H-pyrrolo[2,3-d]pyrimidine-5-carboxamide